The molecule is the steroid sulfate of taurolithocholic acid. It has a role as a human metabolite. It derives from a taurolithocholic acid. It is a conjugate acid of a taurolithocholic acid sulfate(2-). C[C@H](CCC(=O)NCCS(=O)(=O)O)[C@H]1CC[C@@H]2[C@@]1(CC[C@H]3[C@H]2CC[C@H]4[C@@]3(CC[C@H](C4)OS(=O)(=O)O)C)C